2-(5-amino-3-phenyl-4-(4-sulfamoylbenzyl)-1H-pyrazol-1-yl)thiazole-4-carboxylic acid NC1=C(C(=NN1C=1SC=C(N1)C(=O)O)C1=CC=CC=C1)CC1=CC=C(C=C1)S(N)(=O)=O